tert-Butyl 3-(aminomethyl)-3-hydroxy-azetidine-1-carboxylate NCC1(CN(C1)C(=O)OC(C)(C)C)O